COC1=CC(=CC=2C=3N(CCOC21)C=NC3)C(=O)[O-].[Li+] lithium 8-methoxy-5,6-dihydrobenzo[f]imidazo[1,5-d][1,4]oxazepine-10-carboxylate